N1C[C@H](CCC1)NC1=NC=C(C(=N1)C1=CNC=2C(NCC21)=O)C(F)(F)F 3-(2-{[(3S)-piperidin-3-yl]amino}-5-(trifluoromethyl)pyrimidin-4-yl)-1H,4H,5H,6H-pyrrolo[2,3-c]pyrrol-6-one